C(CCC)C1CC2C(N(OC2(C)C)CC)CC1 5-butyl-1-ethyl-3,3-dimethyloctahydrobenzo[c]isoxazole